C1CCC2=C(C=CC=C12)C1=C(C=C2C(=N1)C(=NN2CC2=CC=C(C=C2)OC)C=2C=NN(C2)C2CCNCC2)OC (2,3-dihydro-1H-inden-4-yl)-6-methoxy-1-(4-methoxybenzyl)-3-(1-(piperidin-4-yl)-1H-pyrazol-4-yl)-1H-pyrazolo[4,3-b]pyridine